FC1=CC(=C(C(=O)OC)C=C1O)[N+](=O)[O-] Methyl 4-fluoro-5-hydroxy-2-nitrobenzoate